1-[(3S)-3-[4-[2,3-difluoro-4-[[(2R)-tetrahydrofuran-2-yl]methoxy]anilino]-7-fluoro-pyrido[3,2-d]pyrimidin-6-yl]oxypyrrolidin-1-yl]prop-2-en-1-one FC1=C(NC=2C3=C(N=CN2)C=C(C(=N3)O[C@@H]3CN(CC3)C(C=C)=O)F)C=CC(=C1F)OC[C@@H]1OCCC1